[N+](#[C-])C=1C=C(C(=NC1)C)C 5-isocyano-2,3-dimethylpyridine